NC1=C(C(N(C2=C(C=CC=C12)C=1C=NC=CC1OC)C)=O)C(=O)OCC Ethyl 4-amino-8-(4-methoxy-3-pyridyl)-1-methyl-2-oxo-quinoline-3-carboxylate